C(C)(C)(C)OC(NC1CC2(C3=C(NC1=O)N=CC=C3)CC2)=O (8'-oxo-6',7',8',9'-tetrahydrospiro[cyclopropane-1,5'-pyrido[2,3-b]azepine]-7'-yl)carbamic acid tert-butyl ester